C(=C)(C)C1=CC=CC=C1C(=C)C 1,6-diisopropenylbenzene